trans-N-(8-amino-6-chloro-2,7-naphthyridin-3-yl)-2-(trifluoromethyl)cyclopropanecarboxamide NC=1N=C(C=C2C=C(N=CC12)NC(=O)[C@H]1[C@@H](C1)C(F)(F)F)Cl